FC1(CC(C1)(O)C1=C(C=2C(=NC(=CC2)C2=CC=3C(N=C2)=NN(C3)C)S1)C)F 3,3-difluoro-1-(3-methyl-6-(2-methyl-2H-pyrazolo[3,4-b]pyridin-5-yl)thieno[2,3-b]pyridin-2-yl)cyclobutan-1-ol